(1S,3S)-3-((6-(5-(((7-azabicyclo[2.2.1]heptane-7-carbonyl)oxy)methyl)-1-methyl-1H-1,2,3-triazol-4-yl)-2-methylpyridin-3-yl)oxy)cyclohexane-1-carboxylic acid C12CCC(CC1)N2C(=O)OCC2=C(N=NN2C)C2=CC=C(C(=N2)C)O[C@@H]2C[C@H](CCC2)C(=O)O